N-[1-({3,4-difluoro-2-[(2-fluoro-4-iodophenyl)amino]phenyl}carbonyl)azetidin-3-yl]-N2,N2-diethylglycinamide trifluoroacetate salt FC(C(=O)O)(F)F.FC=1C(=C(C=CC1F)C(=O)N1CC(C1)NC(CN(CC)CC)=O)NC1=C(C=C(C=C1)I)F